3-(5-((2,3-difluoro-6-(2-morpholinothiazol-4-yl)phenoxy)methyl)-1-oxoisoindolin-2-yl)piperidine-2,6-dione FC1=C(OCC=2C=C3CN(C(C3=CC2)=O)C2C(NC(CC2)=O)=O)C(=CC=C1F)C=1N=C(SC1)N1CCOCC1